Cl.[C@H]12CNC[C@@H]2C1C1=NOC(=N1)CN1C=NC=2N=CN(C2C1=O)C 1-((3-((1r,5s,6r)-3-azabicyclo[3.1.0]hexan-6-yl)-1,2,4-oxadiazol-5-yl)methyl)-7-methyl-1,7-dihydro-6H-purin-6-one hydrochloride